CC1=C(C#N)C=CC(=C1)N(C)CCN(C)C methyl-4-{[2-(dimethylamino)ethyl](methyl)amino}benzonitrile